3-fluoro-4-((trisisopropylsilyl)ethyl)phenol FC=1C=C(C=CC1CC[Si](C(C)C)(C(C)C)C(C)C)O